CN[C@@H](CC)C(=O)O N-methyl-homoalanine